2,2-difluoroethyl (trans-4-((4-(4-chloro-1-methyl-1H-pyrazol-3-yl)-5-cyanopyrimidin-2-yl)amino)cyclohexyl)(4-(2-methoxypyrimidin-5-yl)pyridin-2-yl)carbamate ClC=1C(=NN(C1)C)C1=NC(=NC=C1C#N)N[C@@H]1CC[C@H](CC1)N(C(OCC(F)F)=O)C1=NC=CC(=C1)C=1C=NC(=NC1)OC